C1(CC1)CNC1=C2C(=NC=3C=C(C(=CC13)OC)OCC(C)(CN1CCCC1)C)CCC2 N-(cyclopropylmethyl)-7-methoxy-6-{2-methyl-2-[(pyrrolidin-1-yl)methyl]propoxy}-1H,2H,3H-cyclopenta[b]quinolin-9-amine